(-)-N-(5-(1-amino-1-(4-cyanophenyl)-3-cyclopropyl-propyl)-2-fluorophenyl)-1-(3-(aminomethyl)phenyl)-3-(trifluoromethyl)-1H-pyrazole-5-carboxamide NC(CCC1CC1)(C1=CC=C(C=C1)C#N)C=1C=CC(=C(C1)NC(=O)C1=CC(=NN1C1=CC(=CC=C1)CN)C(F)(F)F)F